N-((8S)-4-amino-6-methyl-5-(quinolin-3-yl)-8,9-dihydropyrimido[5,4-b]indol-8-yl-9-d)acrylamide NC1=NC=NC2=C1N(C=1C(=C[C@H](C(C21)[2H])NC(C=C)=O)C)C=2C=NC1=CC=CC=C1C2